N1=C(C=CC=C1)CN1C(C(=C(C1=O)C1=CC=C(C=C1)C(F)(F)F)C#CC1=CC=C(C=C1)N(C)C)=O 1-(pyridin-2-ylmethyl)-3-((4-dimethylaminophenyl)ethynyl)-4-(4-(trifluoromethyl)phenyl)-1H-pyrrole-2,5-dione